1-(cyclopropylmethyl)-5-(2,4-difluorophenoxy)-N-(2-(dimethylamino)ethyl)-1H-indazole-6-carboxamide C1(CC1)CN1N=CC2=CC(=C(C=C12)C(=O)NCCN(C)C)OC1=C(C=C(C=C1)F)F